CC1=C(C(=O)N[C@H](C)C=2C=C(C=CC2)C=2C=C(C(=O)O)C=CC2)C=C(C=C1)N1CCN(CC1)C 3-[3-[(1R)-1-[[2-methyl-5-(4-methylpiperazin-1-yl)benzoyl]amino]ethyl]phenyl]benzoic acid